C(C)OC(COC1=CC=C(C=C1)N(C1=CC=CC=C1)C1=CC=C(C=C1)Br)=O 4-((4-bromophenyl)(phenyl)amino)phenoxyacetic acid ethyl ester